tert-Butyl-4-((2-(2-(quinoline-2-carboxamido)phenyl)benzofuran-6-yl)methyl)piperazine C(C)(C)(C)N1CCN(CC1)CC1=CC2=C(C=C(O2)C2=C(C=CC=C2)NC(=O)C2=NC3=CC=CC=C3C=C2)C=C1